CN([C@@H]1CN(CC1)CC(=O)N1[C@@H](CCC1)C#N)C=1C=NC2=CC=CC=C2C1C (2S)-1-[2-[(3S)-3-[methyl-(4-methyl-3-quinolinyl)amino]pyrrolidin-1-yl]acetyl]pyrrolidine-2-carbonitrile